6-[(2S)-2-[[4-Benzyloxy-4-[(tert-butoxycarbonylamino)carbamoyl]-5,5,5-trifluoro-pentoxy]methyl]pyrrolidin-1-yl]-3-nitro-5-(trifluoromethyl)pyridine-2-carboxylic acid C(C1=CC=CC=C1)OC(CCCOC[C@H]1N(CCC1)C1=C(C=C(C(=N1)C(=O)O)[N+](=O)[O-])C(F)(F)F)(C(F)(F)F)C(NNC(=O)OC(C)(C)C)=O